N-stearoyl-sphingosine C(CCCCCCCCCCCCCCCCC)(=O)N[C@@H](CO)[C@H](O)\C=C\CCCCCCCCCCCCC